5-[[4-chloro-6-(2,6-dimethylphenyl)pyrimidin-2-yl]sulfamoyl]-1-methyl-pyrazole-3-carboxylic acid ClC1=NC(=NC(=C1)C1=C(C=CC=C1C)C)NS(=O)(=O)C1=CC(=NN1C)C(=O)O